NC1=C2C(=NC=N1)N(N=C2C2=CC=C(C=C2)NC(=O)NC2=CC(=CC=C2)C(C(F)(F)F)(C(F)(F)F)F)C(C)C 1-(4-(4-Amino-1-isopropyl-1H-pyrazolo[3,4-d]pyrimidin-3-yl)phenyl)-3-(3-(perfluoropropan-2-yl)phenyl)urea